CN(C(=O)C=1C=C(C=C(C(=O)NCCCN(CCCCCCCCC(=O)OC(CC)CCCCC)CCCCCCCCC(=O)OC(CC)CCCCC)C1)C(=O)NCCCN(CCCCCCCCC(=O)OC(CC)CCCCC)CCCCCCCCC(=O)OC(CC)CCCCC)C tetra(octan-3-yl) 9,9',9'',9'''-((((5-(dimethylcarbamoyl)isophthaloyl)bis(azanediyl))bis(propane-3,1-diyl))bis(azanetriyl))tetranonanoate